Cyanamide Methyl-eicosanate COC(CCCCCCCCCCCCCCCCCCC)=O.N#CN